COCC=1C(=NNC1C(=O)OCC)C(=O)OC 5-ethyl 3-methyl 4-(methoxymethyl)-1H-pyrazole-3,5-dicarboxylate